[Si](C1=CC=CC=C1)(C1=CC=CC=C1)(C(C)(C)C)OC1CC(CN(C1)C(=O)OCC1=CC=CC=C1)(C(=O)OC)C(F)F 1-benzyl 3-methyl 5-((tert-butyldiphenylsilyl) oxy)-3-(difluoromethyl)-piperidine-1,3-dicarboxylate